BrC=1C(=CC2=C(N(C=N2)C2=CC=C(C(=N2)N2N=C(C=C2C)C(F)F)C#N)C1)OC1(COC1)C 6-[6-bromo-5-(3-methyloxetan-3-yl)oxy-benzimidazol-1-yl]-2-[3-(difluoromethyl)-5-methyl-pyrazol-1-yl]pyridine-3-carbonitrile